FC=1N=C(SC1CN1[C@H](C[C@H](C1)OC1=NC=CC2=C1C=NN2C)C)NC(C)=O N-(4-fluoro-5-(((2S,4R)-2-methyl-4-((1-methyl-1H-pyrazolo[4,3-c]pyridin-4-yl)oxy)pyrrolidin-1-yl)methyl)thiazol-2-yl)acetamide